ClC=1C=CC(=C(C1)C1=NNC=C1C=1N=C2C=C(C=NC2=CC1)C=1C=NN(C1)CCN)F 2-[4-[6-[3-(5-chloro-2-fluoro-phenyl)-1H-pyrazol-4-yl]-1,5-naphthyridin-3-yl]pyrazol-1-yl]ethanamine